C(C)C1=CN=C(S1)C=1C=C(C(=O)N[C@H](C)C=2C=NC(=NC2)C(F)(F)F)C=C(C1)OC[C@H]1COCC1 3-(5-ethyl-1,3-thiazol-2-yl)-5-[(3R)-tetrahydrofuran-3-ylmethoxy]-N-{(1R)-1-[2-(trifluoromethyl)pyrimidin-5-yl]ethyl}benzamide